6-Chloro-3-((1-(2-chlorobenzoyl)-4-hydroxypiperidin-4-yl)methyl)-7-(3-methyl-4-((3S,6R)-6-methylmorpholin-3-yl)phenyl)-3,7-dihydro-4H-pyrrolo[2,3-d]pyrimidin-4-one ClC1=CC2=C(N=CN(C2=O)CC2(CCN(CC2)C(C2=C(C=CC=C2)Cl)=O)O)N1C1=CC(=C(C=C1)[C@@H]1NC[C@H](OC1)C)C